C(C1=CC=CC=C1)(=O)N1C(N(C=CC1=O)C1C(N(CC1)C1=CC=C(C=C1)OCCOC1OCCCC1)=O)=O 3-benzoyl-1-(2-oxo-1-(4-(2-((tetrahydro-2H-pyran-2-yl)oxy)ethoxy)phenyl)pyrrolidin-3-yl)pyrimidine-2,4(1H,3H)-dione